(S)-1-(4-(6-chloro-8-fluoro-7-(2-fluoro-6-hydroxy-phenyl)quinazolin-4-yl)piperazin-1-yl)prop-2-en-1-one ClC=1C=C2C(=NC=NC2=C(C1C1=C(C=CC=C1O)F)F)N1CCN(CC1)C(C=C)=O